N-(2-benzyl-1H-benzimidazol-5-yl)-2-cyclohexyl-acetamide C(C1=CC=CC=C1)C1=NC2=C(N1)C=CC(=C2)NC(CC2CCCCC2)=O